(3,8-Diazabicyclo[3.2.1]oct-1-yl)methanol copper-cerium [Ce].[Cu].C12(CNCC(CC1)N2)CO